CNCCNC(C)=O N-(2-(methylamino)ethyl)acetamide